C12(CC3CC(CC(C1)C3)C2)NC2=NC(=NC(=N2)OCCOCCOCCOCCOCCOCCN=[N+]=[N-])N2CCC(CC2)C N-((3s,5s,7s)-adamantan-1-yl)-4-((17-azido-3,6,9,12,15-pentaoxaheptadecyl)oxy)-6-(4-methylpiperidin-1-yl)-1,3,5-triazin-2-amine